2'-(((3R,4S)-3-Fluoropiperidin-4-yl)amino)-7'-((1R,3R)-3-((tetrahydro-2H-pyran-2-yl)oxy)cyclohexyl)spiro[cyclopropane-1,5'-pyrrolo[2,3-d]pyrimidin]-6'(7'H)-one F[C@@H]1CNCC[C@@H]1NC=1N=CC2=C(N1)N(C(C21CC1)=O)[C@H]1C[C@@H](CCC1)OC1OCCCC1